C(C)(C)(C)OC(=O)N1C2(CC2)C(=CCC1)C1=CNC2=NC=CC=C21 tert-butyl-8-(1H-pyrrolo[2,3-b]pyridin-3-yl)-4-azaspiro[2.5]oct-7-ene-4-carboxylate